(((9H-fluoren-9-yl)methoxy)carbonyl)-L-glutamic acid C1=CC=CC=2C3=CC=CC=C3C(C12)COC(=O)N[C@@H](CCC(=O)O)C(=O)O